N[C@@H](CNC(CO)=O)C1=CC(=CC=C1)C(F)(F)F N-[(2R)-2-amino-2-[3-(trifluoromethyl)phenyl]ethyl]-2-hydroxyacetamide